[4-(diethylamino)phenyl]amine C(C)N(C1=CC=C(C=C1)N)CC